C12(CC3CC(CC(C1)C3)C2)NC(=O)NCCCCCCCCCCC(=O)O 11-{[(tricyclo[3.3.1.13,7]dec-1-ylamino)carbonyl]amino}undecanoic acid